[C@@H]1([C@H](O)[C@@H](O)[C@@H](O1)CO)O[C@H]1C[C@@H](O[C@@H]1CO)N1C(=O)NC(=O)C(C)=C1 3'-O-(α-L-arabinofuranosyl)-deoxythymidine